5-((3-fluoro-5-methylpyridin-2-yl)(morpholino)methyl)-2-methylbenzo[d]thiazol-4-ol FC=1C(=NC=C(C1)C)C(C1=CC=C2C(N=C(S2)C)=C1O)N1CCOCC1